ClC=1C=C(C=CC1)NC1(CC1)C(=O)N1[C@@H]2CC([C@H]([C@H]1C(=O)N[C@H](C[C@@H]1C(NCCC1)=O)C#N)CC2)(F)F (1S,3S,4S)-2-(1-((3-chlorophenyl)amino)cyclopropane-1-carbonyl)-N-((R)-1-cyano-2-((R)-2-oxopiperidin-3-yl)ethyl)-5,5-difluoro-2-azabicyclo[2.2.2]octane-3-carboxamide